1-(4-(5-(trifluoromethyl)pyrimidin-2-yl)piperazin-1-yl)propane-1-one FC(C=1C=NC(=NC1)N1CCN(CC1)C(CC)=O)(F)F